N-(2'-fluoro-4'-(1,1,1,3,3,3-hexafluoro-2-hydroxypropan-2-yl)-[1,1'-biphenyl]-4-yl)-2-(4-(methylsulfonyl)phenyl)acetamide FC1=C(C=CC(=C1)C(C(F)(F)F)(C(F)(F)F)O)C1=CC=C(C=C1)NC(CC1=CC=C(C=C1)S(=O)(=O)C)=O